C(C)(C)(C)OC1=CC=C(C=C1)CC(C(=O)NCCOC(=O)OC1=CC=C(C=C1)\C=C\C1=CC(=CC(=C1)OC)OC)NC(OC(C)(C)C)=O Tert-butyl (E)-(3-(4-(tert-butoxy)phenyl)-1-((2-(((4-(3,5-dimethoxystyryl) phenoxy)carbonyl)oxy)ethyl)amino)-1-oxopropan-2-yl)carbamate